(S,2S)-N'-(((S)-3-(methoxymethyl)-1,2,3,5,6,7-hexahydro-s-indacen-4-yl)carbamoyl)-2-methyl-2,3-dihydropyrazolo[5,1-b]oxazole-7-sulfonimidamide COC[C@H]1CCC2=CC=3CCCC3C(=C12)NC(=O)N=[S@@](=O)(N)C=1C=NN2C1O[C@H](C2)C